ClC1=C(C=CC(=C1)Cl)C1(CNC2=CC=CC(=C12)C)N1C(C=CC1=O)=O (3-(2,4-dichlorophenyl)-4-methyl-1H-indol-3-yl)-1H-pyrrole-2,5-dione